N-(1-benzylpiperidin-4-yl)-3,3-dimethyl-2,3-dihydro-1H-pyrrolo[3,2-b]pyridine C(C1=CC=CC=C1)N1CCC(CC1)N1CC(C2=NC=CC=C21)(C)C